C(C)(C)(C)OC(N(C=1N(N=C2C=C(C=CC12)[N+](=O)[O-])CC1=C(C=CC=C1)OC)C(=O)OC(C)(C)C)=O tert-Butoxycarbonyl-N-[2-[(2-methoxyphenyl)methyl]-6-nitro-indazol-3-yl]carbamic acid tert-butyl ester